CN1N=C(C=C1C(=O)O)OCC(F)(F)F 1-methyl-3-(2,2,2-trifluoroethoxy)-1H-pyrazole-5-carboxylic acid